6-(difluoromethyl)-5-(piperazin-1-yl)-N-(methyl-d3)picolinamide dihydrochloride Cl.Cl.FC(C1=C(C=CC(=N1)C(=O)NC([2H])([2H])[2H])N1CCNCC1)F